ClC=1N=C(C2=C(N1)C(=CS2)C2=C(C(=NN2C)C)Cl)N2[C@@H](COCC2)C (R)-4-(2-chloro-7-(4-chloro-1,3-dimethyl-1H-pyrazol-5-yl)thieno[3,2-d]Pyrimidin-4-yl)-3-methylmorpholine